FC=1C=C(OC2CN(C2)C2=CC=C(C=N2)C=2C=C(C=C3N=CC=NC23)NCC(C)C)C=CC1 8-(6-(3-(3-fluorophenoxy)azetidin-1-yl)pyridin-3-yl)-N-isobutylquinoxalin-6-amine